C(C)(=O)C=1N=C2N(N=CC(=C2C(C)C)C(=O)OC)C1C1=CC(=CC(=C1)Cl)Cl methyl 2-acetyl-3-(3,5-dichlorophenyl)-8-isopropylimidazo[1,2-b]pyridazine-7-carboxylate